NCC=1C=C(C=CC1)C1=CC=CC=2C=C(OC21)C(=O)NC2=C(C=CC=C2)CC(=O)O 2-(2-(7-(3-(aminomethyl)phenyl)benzofuran-2-carboxamido)phenyl)acetic acid